cis-hexahydrophthalate compound with zinc stearate C(CCCCCCCCCCCCCCCCC)(=O)[O-].[Zn+2].C([C@H]1[C@@H](C(=O)O)CCCC1)(=O)[O-]